ClC[C@H](CCO)O (S)-4-chloro-1,3-butanediol